1,4-diacetyl-2,3-diacetoxybutane C(C)(=O)CC(C(CC(C)=O)OC(C)=O)OC(C)=O